COC(C(=O)N(C(C)C1=NC=CC=C1F)CC=1C=CC2=C(N=CO2)C1)=O 2-((Benzo[d]oxazol-5-ylmethyl)(1-(3-fluoropyridin-2-yl)ethyl)amino)-2-oxoacetic acid methyl ester